C(C)(C)(C)OC(=O)N1[C@H](C=2C(CC1)=C(N(N2)C2=CC=CC=C2)OS(=O)(=O)C(F)(F)F)C (S)-7-methyl-2-phenyl-3-(((trifluoromethyl)sulfonyl)oxy)-2,4,5,7-tetrahydro-6H-pyrazolo[3,4-C]pyridine-6-carboxylic acid tert-butyl ester